NC1=C(C=C(N=N1)C1=C(C=CC=C1)O)N1CC2CCC(C1)N2C2=CN=NC(=C2)Cl 2-(6-amino-5-(8-(6-chloropyridazin-4-yl)-3,8-diazabicyclo[3.2.1]octan-3-yl)pyridazin-3-yl)phenol